ClC1=NC(=NC(=N1)C1=C(C=CC=C1)C1CCCCC1)C1=CC2=CC=CC=C2C=C1 2-chloro-4-(cyclohexylphenyl)-6-(naphthalen-2-yl)-1,3,5-triazine